N1C=NC2=C1C=CC(=C2)NC(C#N)C2=C(C(=C(C=C2)C2=CSC(=C2)CC)F)F (1H-benzimidazol-5-ylamino)[4-(5-ethylthiophen-3-yl)-2,3-difluorophenyl]acetonitrile